3-Chloro-1,2-epoxypropane ClCC1CO1